C(C)(C)(C)OC(=O)N1C(N(C2=C1C=CC=C2)CC(=O)O)=O 2-(3-(tert-butoxycarbonyl)-2-oxo-2,3-dihydro-1H-benzo[d]imidazol-1-yl)acetic acid